CC1=CC=C(C(=O)O[C@@H](C=O)[C@H](O)[C@H](O)CO)C=C1 dl-O-p-methylbenzoyl-D-ribose